ClC=1C=C2C(N(C=NC2=CC1)CCC1=CC=NC=C1)=O 6-chloro-3-(2-(pyridin-4-yl)ethyl)quinazolin-4(3H)-one